ClC1=CC=C2C(=CNC2=C1)S(=O)(=O)NC1=C(C=C(C(=C1)F)C#N)OC 6-chloro-N-(4-cyano-5-fluoro-2-methoxyphenyl)-1H-indole-3-sulfonamide